ClC1=C2C(=NC=N1)N(N=C2I)C2CCN(CC2)C(=O)OC(C)(C)C tert-butyl 4-(4-chloro-3-iodo-1H-pyrazolo[3,4-d]pyrimidin-1-yl)piperidine-1-carboxylate